C(CC)N(CCC(C=C)=C)CCC 1-di-n-propylamino-3-methylenepent-4-ene